2-(Chlorothio)benzoyl chloride ClSC1=C(C(=O)Cl)C=CC=C1